(3-chloro-2,4-difluorophenyl)(5-(2,2,2-trifluoroethoxy)-pyrazin-2-yl)-methanamine ClC=1C(=C(C=CC1F)C(N)C1=NC=C(N=C1)OCC(F)(F)F)F